COC=1C=C2C(=NC(=NC2=CC1OC)\C=C\C=1C=NC=CC1)N1CCN(CC1)CCP(O)(O)=O (E)-(2-(4-(6,7-dimethoxy-2-(2-(pyridin-3-yl)vinyl)quinazolin-4-yl)piperazin-1-yl)ethyl)phosphonic acid